2-(2,2,2-trifluoro-ethyl)triazole-4-carbaldehyde FC(CN1N=CC(=N1)C=O)(F)F